[bis(phenanthrenyl)]Biphenyl C1(=CC=CC=2C3=CC=CC=C3C=CC12)C1=CC=C(C=C1)C1=CC=C(C=C1)C1=CC=CC=2C3=CC=CC=C3C=CC12